3-(2-hydroxyphenyl)-5H,7H,8H,9H-pyridazino[3,4-b]Indole-6-carboxylic acid methyl ester COC(=O)C1CC=2C3=C(NC2CC1)N=NC(=C3)C3=C(C=CC=C3)O